N-(5-(difluoromethoxy)-1H-pyrazol-3-yl)-6-(((1R,2R,3S,5S)-2,8-dimethyl-8-azabicyclo[3.2.1]octan-3-yl)oxy)pyrazin-2-amine FC(OC1=CC(=NN1)NC1=NC(=CN=C1)O[C@@H]1[C@@H]([C@H]2CC[C@@H](C1)N2C)C)F